5-(4-(tert-Butyl)phenyl)-1,3,3,7-tetramethyloctahydrobenzo[c]isoxazol C(C)(C)(C)C1=CC=C(C=C1)C1CC2C(N(OC2(C)C)C)C(C1)C